C(C)(C)(C)C1=C(O)C=CC(=C1)C(C)(C)C1=CC=C(C=C1)O t-butylbisphenol A